C(C)(C)(C)NC=1OCC(=C(N1)C=1C=NC=CC1)C 2-(tert-butylamino)-5-methyl-4-(pyridine-3-yl)-6H-1,3-oxazine